4-(fluoromethyl)piperidine-1,4-dicarboxylic acid 1-tert-butyl 4-ethyl ester C(C)OC(=O)C1(CCN(CC1)C(=O)OC(C)(C)C)CF